OC1CCC(CC1)NC1=NC(=NC=C1C(=O)O)SC 4-(((1r,4r)-4-hydroxycyclohexyl)amino)-2-(methylthio)pyrimidine-5-carboxylic acid